CN1N=CC(=C1OS(=O)(=O)CCC)C(=O)C=1C=CC2=C(C(CS2(=O)=O)(C)C)C1C 1-Methyl-4-[(3,3,4-trimethyl-1,1-dioxido-2,3-dihydro-1-benzothiophen-5-yl)carbonyl]-1H-pyrazol-5-ylpropan-1-sulfonate